FC1=C(C=CC(=C1)OC=1SC=C(N1)C1=CC=NN1C)NC1=NC=NN2C1=C(C=C2)C2CCN(CC2)C(C=C)=O 1-(4-(4-((2-fluoro-4-((4-(1-methyl-1H-pyrazol-5-yl)thiazol-2-yl)oxy)phenyl)amino)pyrrolo[2,1-f][1,2,4]triazin-5-yl)piperidin-1-yl)prop-2-en-1-one